4-(3-hydroxy-2-oxo-1-tritylindolin-3-yl)benzenesulfonamide OC1(C(N(C2=CC=CC=C12)C(C1=CC=CC=C1)(C1=CC=CC=C1)C1=CC=CC=C1)=O)C1=CC=C(C=C1)S(=O)(=O)N